C(C)N1N=C(C=C1C(=O)N=C=S)C 2-ethyl-5-methyl-pyrazole-3-carbonyl isothiocyanate